C1(CCCC1)OC=1C=C(C=CC1OC)[C@@H]1C[C@H](C(NC1)=O)CC1=CC(=CC=C1)C 5-[3-(cyclopentyloxy)-4-methoxyphenyl]-3-[(3-methylphenyl)methyl](3S,5S)-2-piperidinone